N-(3-(6-Amino-5-(3-(N-methylacrylamido)propoxy)pyrimidin-4-yl)-5-fluoro-2-methylphenyl)4-cyclopropyl-2-fluorobenzamide NC1=C(C(=NC=N1)C=1C(=C(C=C(C1)F)NC(C1=C(C=C(C=C1)C1CC1)F)=O)C)OCCCN(C(C=C)=O)C